2-(3-fluoro-4-(1-hydroxyethyl)-5-(1H-benzimidazol-5-yl)phenyl)acetonitrile FC=1C=C(C=C(C1C(C)O)C1=CC2=C(NC=N2)C=C1)CC#N